N-(5-hydroxy-3,4,6-trimethylpyridin-2-yl)-5-(trifluoromethoxy)-1H-indole-2-carboxamide OC=1C(=C(C(=NC1C)NC(=O)C=1NC2=CC=C(C=C2C1)OC(F)(F)F)C)C